terephthaloyl diacrylate C(C=C)(=O)OC(C1=CC=C(C(=O)OC(C=C)=O)C=C1)=O